BrC=1C=C2C(=CC(OC2=CC1OC(=O)OC(C)(C)C)=O)CO 6-bromo-7-t-butoxycarbonyloxy-4-hydroxymethylcoumarin